CN1CC2CCC(C1)N2C=2C=NC=1N(C2)C=C(N1)C1=C(C=CC=C1)O 2-[6-(3-methyl-3,8-diazabicyclo[3.2.1]octan-8-yl)imidazo[1,2-a]pyrimidin-2-yl]phenol